2-(2,6-dioxopiperidin-3-yl)-5-((4-(5-fluoroindoline-1-yl)piperidin-1-yl)methyl)isoindoline-1,3-dione O=C1NC(CCC1N1C(C2=CC=C(C=C2C1=O)CN1CCC(CC1)N1CCC2=CC(=CC=C12)F)=O)=O